Cl.N1C(C[C@H]2NCCC[C@H]21)=O |r| rac-(3aR,7aR)-octahydro-1H-pyrrolo[3,2-b]pyridin-2-one hydrochloride